N[C@H](C(=O)O)CC1=CC=C(C=C1)NC(CC=1N=C2N(N=C(C=C2)C2=CC=C(C=C2)Cl)C1)=O (S)-2-amino-3-(4-(2-(6-(4-chlorophenyl)imidazo[1,2-b]pyridazin-2-yl)acetamido)phenyl)propanoic acid